tert-butyl {(2S)-1-[(1R,2S,5S)-2-({(1S)-1-cyano-2-[(3S)-2-oxopyrrolidin-3-yl]ethyl}carbamoyl)-6,6-dimethyl-3-azabicyclo[3.1.0]hexan-3-yl]-3,3-dimethyl-1-oxobutan-2-yl}carbamate C(#N)[C@H](C[C@H]1C(NCC1)=O)NC(=O)[C@@H]1[C@H]2C([C@H]2CN1C([C@H](C(C)(C)C)NC(OC(C)(C)C)=O)=O)(C)C